C1CC12CCN(CC2)C=2C=C(C=CC2N2N=NC(=C2)C2=NC(=NC(=C2)C)C=2CCOCC2)NS(=O)(=O)CCO N-(3-{6-azaspiro[2.5]octane-6-yl}-4-{4-[2-(3,6-dihydro-2H-pyran-4-yl)-6-methylpyrimidin-4-yl]-1H-1,2,3-triAzol-1-yl}phenyl)-2-hydroxyethane-1-sulfonamide